OC(CN1N=C(C(=C1)NC(=O)C=1C=NN2C1N=CC=C2)C2=C(C=CC(=C2)C(F)(F)F)OC)(C)C N-(1-(2-hydroxy-2-methylpropyl)-3-(2-methoxy-5-(trifluoromethyl)phenyl)-1H-pyrazol-4-yl)pyrazolo[1,5-a]pyrimidine-3-carboxamide